FC(C1=NN(C2=CC(=CC=C12)COC1=CC=CC(=N1)C1CCN(CC1)CC1=NC2=C(N1C[C@H]1OCC1)C=C(C=C2)C(=O)OC(C)(C)C)C)F Tert-butyl (S)-2-((4-(6-((3-(difluoromethyl)-1-methyl-1H-indazol-6-yl) methoxy) pyridin-2-yl) piperidin-1-yl) methyl)-1-(oxetan-2-ylmethyl)-1H-benzo[d]imidazole-6-carboxylate